ClC1=NC(=CC(=N1)C1=CC=C(C=C1)C1=CC=CC=C1)C1=CC=CC=C1 2-chloro-4-(1,1'-biphenyl-4-yl)-6-phenylpyrimidine